C1(CCC1)[C@H]1[C@@H](OC1=O)C(=O)N[C@@H](C(C)C)C(=O)N[C@@H](C(C)C)C(=O)OCC1=CC=CC=C1 Benzyl ((2R,3S)-3-cyclobutyl-4-oxooxetane-2-carbonyl)-L-valyl-L-valinate